C(#N)C1=CC=C(C=C1)C1=NN2C(CN(CC2)C(=O)OC(C)(C)C)=C1C1=C2C(=NC=C1)N(C=C2C)COCC[Si](C)(C)C tert-butyl 2-(4-cyanophenyl)-3-(3-methyl-1-{[2-(trimethylsilyl)ethoxy]methyl}-1H-pyrrolo[2,3-b]pyridin-4-yl)-6,7-dihydropyrazolo[1,5-a]pyrazine-5(4H)-carboxylate